3-(1H-Benzo[d]imidazol-5-yl)-4-(4-(2,2-difluoropropoxy)-2-fluorophenyl)oxazolidin-2-on N1C=NC2=C1C=CC(=C2)N2C(OCC2C2=C(C=C(C=C2)OCC(C)(F)F)F)=O